C(C)(C)(C)OC(=O)N[C@@H](C(C)C)C(=O)OC[C@H]1O[C@@]([C@@H]([C@@H]1OC(CC(C)C)=O)O)(C#N)C1=CC=C2C(=NC=NN21)N ((2R,3S,4R,5R)-5-(4-aminopyrrolo[2,1-f][1,2,4]triazin-7-yl)-5-cyano-4-hydroxy-3-((3-methylbutanoyl)oxy)tetrahydrofuran-2-yl)methyl (tert-butoxycarbonyl)-L-valinate